CN(C1=CC=CC2=C1NC(=N2)C2=NNC=C2NC=2C1=C(N=CN2)NC=C1)C N-(3-(7-(dimethylamino)-1H-benzo[d]imidazol-2-yl)-1H-pyrazol-4-yl)-7H-pyrrolo[2,3-d]pyrimidin-4-amine